2-[6-amino-1-[(2,6-difluorophenyl)methyl]pyrazolo[3,4-d]pyrimidin-4-yl]pyridine-4-carbonitrile NC1=NC(=C2C(=N1)N(N=C2)CC2=C(C=CC=C2F)F)C2=NC=CC(=C2)C#N